CC1=C(C(=NC=C1C(=O)O)C(F)(F)F)C 4,5-Dimethyl-6-(trifluoromethyl)nicotinic acid